C(CC)C1CC(OC1)=O 4-propyl-2-oxotetrahydrofuran